1-(2-benzyl-4-methylphenethyl)-4-methylpiperazine C(C1=CC=CC=C1)C1=C(CCN2CCN(CC2)C)C=CC(=C1)C